calcium magnesium sodium boron [B].[Na].[Mg].[Ca]